2-(2-Azaspiro[3.4]octan-2-yl)-1,3-benzoxazole-6-carboxylic acid C1N(CC12CCCC2)C=2OC1=C(N2)C=CC(=C1)C(=O)O